C(C)C(C(=O)[O-])CCCC.[Zr+4].C1(=CC=CC=C1)C(N([2H])[2H])([2H])[2H].C(C)C(C(=O)[O-])CCCC.C(C)C(C(=O)[O-])CCCC.C(C)C(C(=O)[O-])CCCC Phenylmethane-d2-amine-d2 zirconium(IV) 2-ethyl-1-hexanoate